C(C)(C)(C)[Si](OCCCCCCC(CCCCO)(O)CCCCCCO[Si](C)(C)C(C)(C)C)(C)C 11-((tertbutyldimethylsilyl)oxy)-5-(6-((tert-butyldimethylsilyl)oxy)hexyl)undecane-1,5-diol